BrCC(CCC)[2H] bromopentane-2-d